C(C)(C)[13C]1=N[13C](=[13CH][13C](=N1)O)C 2-isopropyl-6-methyl-4-pyrimidinol-13C4